ClC1=NC=C(C(=C1)C1=C(C=NC(=C1)C)C(=O)NC=1SC2=C(C=NC(=C2)NCC(C)(C)O)N1)OC 2'-chloro-N-{6-[(2-hydroxy-2-methylpropyl)amino]-[1,3]thiazolo[4,5-c]pyridin-2-yl}-5'-methoxy-6-methyl-[4,4'-bipyridine]-3-carboxamide